ClC=1C(=C(C=CC1)CN1CC2(C1)CCCN(C2)C(=O)OC(C)(C)C)C2=CN=CO2 tert-Butyl 2-[(3-chloro-2-oxazol-5-yl-phenyl)methyl]-2,8-diazaspiro[3.5]nonane-8-carboxylate